OCC1CCN(CC1)C1=CC=C(OC2C(NC(CC2)=O)=O)C=C1 3-(4-(4-(Hydroxymethyl)piperidin-1-yl)phenoxy)piperidine-2,6-dione